4-(2-(2-(3-((tert-butoxycarbonyl)methyl)phenoxy)ethoxy)ethylamino)-2-((2,6-dioxopiperidin-3-ylamino)methyl)benzoic acid C(C)(C)(C)OC(=O)CC=1C=C(OCCOCCNC2=CC(=C(C(=O)O)C=C2)CNC2C(NC(CC2)=O)=O)C=CC1